C(=C)C=1C(NC(NC1)=O)=O vinyluracil